1-(2-Cyanoethyl)-N-[(S)-(4,4-difluorocyclohexyl)-[6-[(1R)-1-(4,4,4-trifluorobutanoylamino)ethyl]-1H-benzimidazol-2-yl]methyl]-5-methyl-pyrazole-4-carboxamide C(#N)CCN1N=CC(=C1C)C(=O)N[C@H](C1=NC2=C(N1)C=C(C=C2)[C@@H](C)NC(CCC(F)(F)F)=O)C2CCC(CC2)(F)F